1-[4-(4-benzyl-piperazin-1-yl)-phenyl]-3-[2-(2-tert-butyl-phenoxy)-pyridin-3-yl]-urea C(C1=CC=CC=C1)N1CCN(CC1)C1=CC=C(C=C1)NC(=O)NC=1C(=NC=CC1)OC1=C(C=CC=C1)C(C)(C)C